NC([C@H](C[C@H]1C(NCCC1)=O)NC(C(CC1CC1)NC(=O)C=1NC2=CC=CC(=C2C1)OC)=O)=O N-[2-[[(1S)-2-amino-2-oxo-1-[[(3S)-2-oxo-3-piperidyl]methyl]ethyl]amino]-1-(cyclopropylmethyl)-2-oxo-ethyl]-4-methoxy-1H-indole-2-carboxamide